FS(F)(F)(F)(F)C=1NC2=CC=CC=C2C1 (pentafluoro-λ6-sulfanyl)indol